CC1=CC(=NN1C=1C=C2C=CN(C2=CC1)CC1=CC=C(C=C1)C=1C=NN(C1)C)C(=O)N 5-methyl-1-(1-(4-(1-methyl-1H-pyrazol-4-yl)benzyl)-1H-indol-5-yl)-1H-pyrazole-3-carboxamide